tert-butyl ((3,5-dimethylpyridin-2-yl)methyl)carbamate CC=1C(=NC=C(C1)C)CNC(OC(C)(C)C)=O